C1(=CC=CC=C1)CS(=O)(=O)OC1=C(O[C@@](C1=O)([2H])C1=CC=C(C=C1)C(C)=O)N (S)-5-(4-acetylphenyl)-2-amino-4-oxo-4,5-dihydrofuran-3-yl-5-d phenylmethanesulfonate